1-(4-cyanophenyl)-3-phenylprop-2-yn-1-one C(#N)C1=CC=C(C=C1)C(C#CC1=CC=CC=C1)=O